CN1CCN(CC1)CC1=C(C=C(C#N)C=C1)C(F)(F)F 4-((4-methylpiperazine-1-yl)methyl)-3-(trifluoromethyl)benzonitrile